Benzyl 4-(N-methyl-2-(4-methylpiperazin-1-yl)acetamido)benzoate CN(C(CN1CCN(CC1)C)=O)C1=CC=C(C(=O)OCC2=CC=CC=C2)C=C1